COC(=O)C1(CC(C1)NC(NC=1SC=C(C1C(=O)OCC)C)=O)C ethyl 2-(3-(3-(methoxycarbonyl)-3-methylcyclobutyl)ureido)-4-methylthiophene-3-carboxylate